tert-butyl N-(5-amino-3-tetrahydrofuran-3-yl-2-pyridyl)-N-tert-butoxycarbonyl-carbamate NC=1C=C(C(=NC1)N(C(OC(C)(C)C)=O)C(=O)OC(C)(C)C)C1COCC1